ClC=1C=CC(=C(C1)C=1N=CN(C(C1)=O)[C@H]1CCC[C@H](C(NC=2C=NN(C2C=2C=CN=C1C2)C)=O)C)C2=CC=C(C=C2)Cl (9R,13S)-13-{4-[5-chloro-2-(4-chlorophenyl)phenyl]-6-oxo-1,6-dihydropyrimidin-1-yl}-3,9-dimethyl-3,4,7,15-tetraazatricyclo[12.3.1.02,6]Octadec-1(18),2(6),4,14,16-pentaen-8-one